triacetyl-L-carnitine hydrochloride Cl.C(C)(=O)C([C@](O)(CC([O-])=O)C(C)=O)([N+](C)(C)C)C(C)=O